10-Bromo-7,8-dichloro-5-(2-hydroxypropyl)-3,4,5,6-tetrahydroazepino[4,5-b]indol-2(1H)-one BrC=1C=2C3=C(NC2C(=C(C1)Cl)Cl)C(CNC(C3)=O)CC(C)O